CCCCCC/C=C\CCCCCCCC(=O)OC[C@H](COP(=O)([O-])OCC[N+](C)(C)C)OC(=O)CCCCCCC/C=C\C/C=C\CCCC 1-(9Z-hexadecenoyl)-2-(9Z,12Z-heptadecadienoyl)-glycero-3-phosphocholine